ClC1=CC(=CC=2N(C(N(C21)C)=O)C)[N+](=O)[O-] 4-chloro-1,3-dimethyl-6-nitro-1H-benzo[d]imidazol-2(3H)-one